4-[3-(Pyridin-2-yl)-1H-pyrazol-4-yl]-pyridin N1=C(C=CC=C1)C1=NNC=C1C1=CC=NC=C1